COC(CC1C(C1)C1=CC=C(C=C1)C(C)(C)C)=O (2-(4-tert-butylphenyl)cyclopropyl)acetic acid methyl ester